C(C)\C(=C(/C(=O)N)\CC)\C diethyl-crotonamid